methyl 4-(2-cyano-6-methylphenyl)-3-(2-methoxyethoxy)-2-oxo-2H-pyran-6-carboxylate C(#N)C1=C(C(=CC=C1)C)C1=C(C(OC(=C1)C(=O)OC)=O)OCCOC